N-(5-Cyano-4-(((1S,2S)-2-methoxycyclobutyl)amino)pyridin-2-yl)-7-formyl-6-(((R)-N-methyltetrahydrofuran-2-carboxamido)methyl)-3,4-dihydro-1,8-naphthyridin-1(2H)-carboxamide C(#N)C=1C(=CC(=NC1)NC(=O)N1CCCC2=CC(=C(N=C12)C=O)CN(C(=O)[C@@H]1OCCC1)C)N[C@@H]1[C@H](CC1)OC